Zirconium(IV) tetrabutoxide [O-]CCCC.[O-]CCCC.[O-]CCCC.[O-]CCCC.[Zr+4]